OCC(C)(C)\N=C\C1=C(C=CC(=C1)I)O (E)-2-{[(1-hydroxy-2-methylpropane-2-yl)imino]methyl}-4-iodophenol